[Br-].FC1=CC=C(C=C1)[S+](C1=CC=C(C=C1)F)C1=CC=C(C=C1)F tris(4-fluorophenyl)sulfonium bromide